C(C)OC(=O)C1=CC=2C3(C4=CC=C(C=C4OC2C=C1)N(CC)CC)OC(C1=CC=CC=C13)=O 6'-(diethylamino)-3-oxo-spiro[isobenzofuran-1(3H),9'-(9H)xanthen]-2'-carboxylic acid ethyl ester